[N+](=O)([O-])C1=CC=C(C=C1)S(=O)(=O)[O-] mono-p-nitrophenylsulfonate